2-(1-(1-(4-fluorophenyl)-6-methyl-1H-indazol-5-yl)-3-azabicyclo[3.1.0]hexan-6-yl)oxazole FC1=CC=C(C=C1)N1N=CC2=CC(=C(C=C12)C)C12CNCC2C1C=1OC=CN1